6-cyclopropyl-3-(5-(2,2-dioxido-2-thia-6-azaspiro[3.3]heptane-6-carbonyl)-2-methoxybenzamido)-N-(4-fluoro-3-(trifluoromethyl)phenyl)thieno[3,2-c]pyridine-2-carboxamide C1(CC1)C1=CC2=C(C=N1)C(=C(S2)C(=O)NC2=CC(=C(C=C2)F)C(F)(F)F)NC(C2=C(C=CC(=C2)C(=O)N2CC1(CS(C1)(=O)=O)C2)OC)=O